CN1N=CC2=C1N=C/1N(C2=O)CCC\C1=C/C1=CC(=C(C(=C1)OC)OC)OC (E)-1-methyl-9-(3,4,5-trimethoxybenzylidene)-6,7,8,9-tetrahydropyrazolo[3,4-d]pyrido[1,2-a]pyrimidine-4(1H)-one